2-Bromo-5-chloro-1-{3-{3-Deoxy-3-[4-(4-thiazolyl)-1H-1,2,3-triazol-1-yl]-β-D-galactopyranosyl}-5-methyl-1H-1,2,4-triazol-4-yl}benzene BrC1=C(C=C(C=C1)Cl)N1C(=NNC1C)[C@H]1[C@H](O)[C@H]([C@@H](O)[C@H](O1)CO)N1N=NC(=C1)C=1N=CSC1